COC(C1=CC(=C(C(=C1)[N+](=O)[O-])NCC1=CC=CC=C1)OC)=O 4-(benzylamino)-3-methoxy-5-nitro-benzoic acid methyl ester